N-[4-methyl-5-(trifluoromethyl)-1,3-thiazol-2-yl]acrylamide CC=1N=C(SC1C(F)(F)F)NC(C=C)=O